tert-butyl(2-(ethylamino)ethyl)carbamate C(C)(C)(C)OC(NCCNCC)=O